[Si](C1=CC=CC=C1)(C1=CC=CC=C1)(C(C)(C)C)[Si](C1=CC=CC=C1)(C1=CC=CC=C1)C(C)(C)C TBDPS(tert-butyldiphenylsilane)